4-chloro-6-(3,3-difluoropiperidin-1-yl)-2-(methanesulfonyl)pyrimidine ClC1=NC(=NC(=C1)N1CC(CCC1)(F)F)S(=O)(=O)C